O[B-]1(C2CC2C2=CC=C(C(=C2O1)C(=O)O)OC1CN(C1)C([C@@](N)(CO)C)=O)O 5,5-dihydroxy-9-[1-(2-methyl-seryl)azetidin-3-yl]oxy-6-oxa-5-boranuidatricyclo[5.4.0.02,4]undeca-1(11),7,9-triene-8-carboxylic acid